(S)-N-(2-((1-((3-(dimethylamino)propyl)amino)-1-oxo-3-phenylpropan-2-yl)carbamoyl)-5-fluorophenyl)-2-naphthamide CN(CCCNC([C@H](CC1=CC=CC=C1)NC(=O)C1=C(C=C(C=C1)F)NC(=O)C1=CC2=CC=CC=C2C=C1)=O)C